oleic acid isopropyl ester C(C)(C)OC(CCCCCCC\C=C/CCCCCCCC)=O